di(iso-propyl)methyl(iso-butoxy)silane C(C)(C)[Si](OCC(C)C)(C)C(C)C